C(C=C)(=O)ON=C1C2=CC(=CC=C2C=2C=CC(=CC12)S(=O)(=O)NC1CCCCC1)S(=O)(=O)NC1CCCCC1 9-((acryloyloxy)imino)-N2,N7-dicyclohexyl-9H-fluorene-2,7-disulfonamide